NC=1N=NC(=CC1N1C[C@H](N(CC1)C(C(C)(C)C)=O)C)C1=C(C=CC=C1)O 1-[(2R)-4-[3-amino-6-(2-hydroxyphenyl)pyridazin-4-yl]-2-methyl-piperazin-1-yl]-2,2-dimethyl-propan-1-one